FC1=C(C(=O)N([C@H](CN2CCCC2)C(C)C)C)C(=CC=C1)C(F)(F)F (S)-2-Fluoro-N-methyl-N-(3-methyl-1-(pyrrolidin-1-yl)butan-2-yl)-6-(trifluoromethyl)benzamide